(1s,3S,5'S,7a'R)-5'-(3,5-difluorophenyl)-3-((3-fluoropyrazolo[1,5-a]pyrimidin-7-yl)oxy)tetrahydro-3'H-spiro[cyclobutane-1,2'-pyrrolo[2,1-b]oxazol]-3'-one FC=1C=C(C=C(C1)F)[C@@H]1CC[C@H]2OC3(C(N21)=O)CC(C3)OC3=CC=NC=2N3N=CC2F